ClC1=CC=C(C=C1)N(C(=O)C1=NC(=CN=C1)C1=CC=C(C=C1)C(F)(F)F)C(C)C N-(4-chlorophenyl)-N-isopropyl-6-(4-(trifluoromethyl)phenyl)pyrazine-2-carboxamide